imidazo[1,2-a]pyridin-3-ylacetamide N=1C=C(N2C1C=CC=C2)CC(=O)N